(2R,4R)-6-chloro-N-{3-[4-(4-chlorophenyl)-2-oxopyrrolidin-1-yl]bicyclo[1.1.1]pentan-1-yl}-4-hydroxy-3,4-dihydro-2H-1-benzopyran-2-carboxamide ClC=1C=CC2=C([C@@H](C[C@@H](O2)C(=O)NC23CC(C2)(C3)N3C(CC(C3)C3=CC=C(C=C3)Cl)=O)O)C1